(S)-1'-(8-((2-amino-3-chloropyridin-4-yl)thio)-7-methylimidazo[1,2-c]pyrimidin-5-yl)-4,6-dihydrospiro[cyclopenta[d]thiazole-5,4'-piperidine]-6-amine NC1=NC=CC(=C1Cl)SC=1C=2N(C(=NC1C)N1CCC3(CC1)[C@@H](C1=C(N=CS1)C3)N)C=CN2